CC1=NC(=NO1)C1=CC=C2C=CN=C(C2=C1)NCCN1C(N2C(C=NC(=C2)C(=O)O)=C1)=O 2-(2-{[7-(5-methyl-1,2,4-oxadiazol-3-yl)isoquinolin-1-yl]amino}ethyl)-3-oxo-2h,3h-imidazo[1,5-a]pyrazine-6-carboxylic acid